ethyl (4-fluorophenyl)-4-hydroxy-2-oxo-1-(2-(4-methylpiperazin-1-yl) ethyl)-1,2-dihydro-1,8-naphthyridine-3-carboxylate FC1=CC=C(C=C1)C1=C2C(=C(C(N(C2=NC=C1)CCN1CCN(CC1)C)=O)C(=O)OCC)O